[Si](C)(C)(C(C)(C)C)O[C@@H]1[C@H]([C@H](N(C1)C(=O)OC(C)(C)C)CC1=C(C=C(C=C1)C1=CN=CO1)F)OC(=O)OC1=CC=C(C=C1)[N+](=O)[O-] tert-butyl (2R,3S,4S)-4-[(tert-butyldimethylsilyl)oxy]-2-{[2-fluoro-4-(1,3-oxazol-5-yl)phenyl]methyl}-3-[(4-nitrophenoxycarbonyl)oxy]pyrrolidine-1-carboxylate